4-(azetidin-3-yl)piperazine N1CC(C1)N1CCNCC1